5-amino-1-(difluoromethyl)-3-ethoxypyridin-2(1H)-one NC=1C=C(C(N(C1)C(F)F)=O)OCC